1,4-diacetyl-2,5-dimethyl-1,2,4,5-tetrazine C(C)(=O)N1N(CN(N(C1)C)C(C)=O)C